acetoxyethyltrimethoxysilane C(C)(=O)OCC[Si](OC)(OC)OC